FC1([C@H](CN(C1)C)NC1=NN2C(C(=N1)OC)=C(C=C2)C=2C=C1C=CC=NC1=CC2)F (S)-N-(4,4-difluoro-1-methylpyrrolidin-3-yl)-4-methoxy-5-(quinolin-6-yl)pyrrolo[2,1-f][1,2,4]triazin-2-amine